(2S)-4-[(tert-butoxy)carbonyl]-6-({[(tert-butoxy)carbonyl]imino}(methyl)oxo-λ6-sulfanyl)-1,4-oxazepane-2-carboxylic acid C(C)(C)(C)OC(=O)N1C[C@H](OCC(C1)S(=O)(C)=NC(=O)OC(C)(C)C)C(=O)O